(3,3-dimethylcyclohexyl)-4-penten-1-one CC1(CC(CCC1)C(CCC=C)=O)C